2,4-dicarboxyphenylhydrazine C(=O)(O)C1=C(C=CC(=C1)C(=O)O)NN